ClC=CC1CC=C1 4-chlorovinylcyclobutene